CC=1N=CN(C1)C1=CCC2C3CC=C4C[C@H](CC[C@@]4(C3CC[C@]12C)C)NC(C1=CC=C(C=C1)C#N)=O N-((3S,10R,13S)-17-(4-methyl-1H-imidazol-1-yl)-10,13-dimethyl-2,3,4,7,8,9,10,11,12,13,14,15-dodecahydro-1H-cyclopenta[a]phenanthren-3-yl)-4-cyanobenzamide